1,1,1,3,3,3-hexafluoropropan-2-yl (R)-1-((pyridin-3-ylmethyl)carbamoyl)-6-azaspiro[2.5]octane-6-carboxylate N1=CC(=CC=C1)CNC(=O)[C@@H]1CC12CCN(CC2)C(=O)OC(C(F)(F)F)C(F)(F)F